C(C)(C)(C)OC(=O)N1C[C@@H](CC1)CI tert-butyl-(3R)-3-(iodomethyl)pyrrolidine-1-carboxylate